CC1=NC=C(C(=C1)C=1C=NC(=CC1)N)C 2',5'-dimethyl-[3,4'-bipyridine]-6-amine